2-methyl-1-(2-nitrophenyl)piperidine CC1N(CCCC1)C1=C(C=CC=C1)[N+](=O)[O-]